4,6-dideoxy-4-formamido-α-D-glucopyranose C(=O)N[C@H]1[C@@H]([C@H]([C@@H](O)O[C@@H]1C)O)O